[Zr].CNC.CNC.CNC.CNC tetrakis(dimethylamine) zirconium